IC=1N=C(N2N=C(C=C(C21)C(C#N)(C)C)N2[C@@H](COCC2)C)C2=CC=NN2C2OCCCC2 2-{5-iodo-2-[(3R)-3-methylmorpholin-4-yl]-7-[1-(oxan-2-yl)-1H-pyrazol-5-yl]imidazo[1,5-b]pyridazin-4-yl}-2-methylpropanenitrile